2,4,6-trimethylbenzenesulfonylazide CC1=C(C(=CC(=C1)C)C)S(=O)(=O)N=[N+]=[N-]